ClC=1C=C(C(=O)NC(C)C2=NC(=NN2C2=NC=C(C=C2)C#N)C(=O)O)C=C(C1)C(F)(F)F 5-[1-[[3-chloro-5-(trifluoromethyl)benzoyl]amino]ethyl]-1-(5-cyano-2-pyridinyl)-1,2,4-triazole-3-carboxylic acid